di(ethoxysilylmethylethyl)pyridine C(C)O[SiH2]CC(C)C=1C(=NC=CC1)C(C)C[SiH2]OCC